(2S)-3-hydroxy-2-({5-[(2-hydroxypyridin-3-yl)methoxy]-2-methyl-1-benzothiophen-3-yl}formamido)propanamide OC[C@@H](C(=O)N)NC(=O)C1=C(SC2=C1C=C(C=C2)OCC=2C(=NC=CC2)O)C